N(=[N+]=[N-])CCOCCOCCOC1=NC=C(C=C1)\C=C\C1=CC=C(C=C1)Br (e)-2-(2-(2-(2-azidoethoxy)ethoxy)ethoxy)-5-(4-bromostyryl)pyridine